4-[[2-chloro-3-[(7S)-3-(3,5-difluorophenyl)-2,7-dimethyl-5,7-dihydro-4H-pyrazolo[3,4-c]pyridine-6-carbonyl]phenoxy]methyl]pyrrolidin-2-one ClC1=C(OCC2CC(NC2)=O)C=CC=C1C(=O)N1[C@H](C=2C(CC1)=C(N(N2)C)C2=CC(=CC(=C2)F)F)C